FC=1C=2N(C=C(C1)NC(=O)C=1C=CC(=C3C=CC(=NC13)OCCOC)N1C[C@@H](N([C@@H](C1)C)C(=O)OC(C)(C)C)C)C=C(N2)C tert-butyl (cis)-4-[8-({8-fluoro-2-methylimidazo[1,2-a]pyridin-6-yl}carbamoyl)-2-(2-methoxyethoxy)quinolin-5-yl]-2,6-dimethylpiperazine-1-carboxylate